N-(3-((1H-imidazol-2-yl)methylene)-2-oxoindolin-5-yl)-4-methylbenzenesulfonamide N1C(=NC=C1)C=C1C(NC2=CC=C(C=C12)NS(=O)(=O)C1=CC=C(C=C1)C)=O